O1C[C@@H](CC1)NCC(=O)N1CCC1 1-{{[(3R)-oxolan-3-yl]amino}acetyl}azetidin